C(#N)/N=C(/NC=1C=C(C(=O)NCC(=O)NC[C@H](C(=O)O)NC(C2=C(C=CC=C2Cl)Cl)=O)C=CC1)\N (R,E)-3-(2-(3-(2-cyanoguanidino)benzamido)acetamido)-2-(2,6-dichlorobenzamido)propanoic acid